BrC=1C=C(C=C(C1)F)C#CCCCO 5-(3-bromo-5-fluorophenyl)pent-4-yn-1-ol